FC(N1N=C(C=C1)C1=NC(=NC=C1C(F)(F)F)N[C@@H]1CC[C@H](CC1)N(C(=O)NCC)C1=NC=C(N=C1)C=1C=NN(C1)C)F 1-(trans-4-((4-(1-(difluoro-methyl)-1H-pyrazol-3-yl)-5-(trifluoromethyl)pyrimidin-2-yl)amino)cyclohexyl)-3-ethyl-1-(5-(1-methyl-1H-pyrazol-4-yl)pyrazin-2-yl)urea